4-(3-(4-(bromomethyl)phenyl)-5,6-dihydroimidazo[1,5-a]pyrazin-7(8H)-yl)-3-fluorobenzonitrile BrCC1=CC=C(C=C1)C1=NC=C2N1CCN(C2)C2=C(C=C(C#N)C=C2)F